S(=O)(=O)(O)C(C(=O)OCC(CCCCCC)CCCC)CC(=O)OCC(CCCCCC)CCCC di(2-butyl octyl) sulfosuccinate